C(C)(C)(C)C=1C(C(=CC(C1)=CC1=CC=CC=C1)C(C)(C)C)=O 2,6-di-tert-butyl-4-phenylmethylene-2,5-cyclohexadien-1-one